OC1(COC1)C1=CC=C(C(=O)N2CCN(CC2)C(=O)NC2=CC=C(C=C2)C(F)(F)F)C=C1 4-(4-(3-hydroxyoxetan-3-yl)benzoyl)-N-(4-(trifluoromethyl)phenyl)piperazine-1-carboxamide